(3S,4S)-4-(2-METHOXYETHOXY)HEPT-6-ENE-3-SULFONAMIDE COCCO[C@H]([C@H](CC)S(=O)(=O)N)CC=C